(2-((trimethylsilyl)ethynyl)thiazol-4-yl)methanone C[Si](C)(C)C#CC=1SC=C(N1)C=O